(S)-N-(4-((3-chloro-4-fluorophenyl)amino)-7-((tetrahydrofuran-3-yl)oxy)quinazolin-6-yl)-2,3,4,5-tetrafluoro-6-(methylthio)benzamide ClC=1C=C(C=CC1F)NC1=NC=NC2=CC(=C(C=C12)NC(C1=C(C(=C(C(=C1SC)F)F)F)F)=O)O[C@@H]1COCC1